benzyl (2R)-4-[2-amino-5-bromo-3-[(1-methylpyrazol-4-yl) methylcarbamoyl] phenyl]-2-methyl-piperazine-1-carboxylate NC1=C(C=C(C=C1C(NCC=1C=NN(C1)C)=O)Br)N1C[C@H](N(CC1)C(=O)OCC1=CC=CC=C1)C